2-(diethylphosphoryl)propanoic acid C(C)P(=O)(CC)C(C(=O)O)C